5-(3-(1,3-dioxolan-2-yl)-4-((4-methoxybenzyl)oxy)phenyl)-N-(2-methoxy-4-(4-(4-methylpiperazin-1-yl)piperidin-1-yl)phenyl)-4-phenoxypyrimidin-2-amine O1C(OCC1)C=1C=C(C=CC1OCC1=CC=C(C=C1)OC)C=1C(=NC(=NC1)NC1=C(C=C(C=C1)N1CCC(CC1)N1CCN(CC1)C)OC)OC1=CC=CC=C1